methyl 4-formyl-1-(methylsulfonyl)indoline-6-carboxylate C(=O)C1=C2CCN(C2=CC(=C1)C(=O)OC)S(=O)(=O)C